Cl.N[C@@H]1CN(CC[C@H]1F)C1=NC2=C(N1[C@H](C)C1=CC=C(C#N)C=C1)C=CC=C2 4-((R)-1-(2-((3R,4R)-3-amino-4-fluoropiperidin-1-yl)-1H-benzo[d]imidazol-1-yl)ethyl)benzonitrile hydrochloride